1-(2-(6-(Difluoromethyl)imidazo[1,2-a]pyrazin-3-yl)pyrimidin-4-yl)piperidine-3-carboxamide FC(C=1N=CC=2N(C1)C(=CN2)C2=NC=CC(=N2)N2CC(CCC2)C(=O)N)F